(4S)-5,5-difluoro-1-[(1R,2S)-2-methoxycyclohexyl]-3-(trifluoromethyl)-4,6-dihydrocyclopenta[c]pyrazol-4-ol FC1([C@H](C2=C(N(N=C2C(F)(F)F)[C@H]2[C@H](CCCC2)OC)C1)O)F